[N].BrC1=CC=C2C=CN=CC2=C1 7-bromo-isoquinoline nitrogen